1-(4-((3-chloro-1H-pyrrolo[2,3-B]pyridin-4-yl)oxy)-2-fluorophenyl)-3-(3-fluoro-4-(morpholinomethyl)phenyl)urea ClC1=CNC2=NC=CC(=C21)OC2=CC(=C(C=C2)NC(=O)NC2=CC(=C(C=C2)CN2CCOCC2)F)F